5-[2-isopropyl-6-[4-[(5-piperazin-1-yl-2-pyridyl)methyl]piperazin-1-yl]-3-pyridyl]-1,3-dimethyl-pyridin-2-one C(C)(C)C1=NC(=CC=C1C=1C=C(C(N(C1)C)=O)C)N1CCN(CC1)CC1=NC=C(C=C1)N1CCNCC1